[NH4+].FC1=CC(=C(C(=C1)C(C)C)CC(=O)NS(=O)(=O)C1=NN(C(=C1)C(C)(C)O)C)C(C)C 2-(4-Fluoro-2,6-diisopropylphenyl)-N-((5-(2-hydroxypropan-2-yl)-1-methyl-1H-pyrazol-3-yl)sulfonyl)acetamide, ammonium salt